C(C1CO1)OCCC[Si](OCC)(OCC)OCC glycidoxypropyltriethoxysilane